COC(\C=C\CC[C@@H](C(NC=1C(N(C=CC1)CC(N[C@H]1[C@@]2(CC[C@H](C1)C2(C)C)C)=O)=O)=O)NC(=O)C=2OC1=C(C2C)C=CC=C1)=O (S,E)-Methyl-6-(3-methylbenzofuran-2-carboxamido)-7-oxo-7-(2-oxo-1-(2-oxo-2-((1R,2R,4R)-1,7,7-trimethylbicyclo[2.2.1]heptan-2-ylamino)ethyl)-1,2-dihydropyridin-3-ylamino)hept-2-enoat